3-((1H-Pyrazolo[3,4-b]pyridin-3-yl)ethynyl)-N-(3-(6-fluoropyridin-3-yl)-1-methyl-1H-indol-6-yl)-4-methylbenzamide N1N=C(C=2C1=NC=CC2)C#CC=2C=C(C(=O)NC1=CC=C3C(=CN(C3=C1)C)C=1C=NC(=CC1)F)C=CC2C